[Mn].[Au] gold-manganese